C(#N)[C@]1(CCOC2=CC=C(C=C12)C(=O)O)C (S)-4-cyano-4-methylchroman-6-carboxylic acid